BrC1=CC=C2[C@]([C@@H](COC2=C1F)F)(C#N)N[S@@](=O)C(C)(C)C (S)-N-((3S,4R)-7-bromo-4-cyano-3,8-difluorochroman-4-yl)-2-methylpropan-2-sulfinamide